[8-[1-(2,6-Dioxopiperidin-3-yl)-3-methyl-2-oxo-1,3-benzodiazol-4-yl]oct-7-yn-1-yl]carbamic acid tert-butyl ester C(C)(C)(C)OC(NCCCCCCC#CC1=CC=CC=2N(C(N(C21)C)=O)C2C(NC(CC2)=O)=O)=O